1-(3-(4-amino-3-((3,5-dimethoxyphenyl)ethynyl)-7-methoxy-1H-pyrazolo[4,3-c]pyridin-1-yl)azetidin-1-yl)prop-2-en-1-one NC1=NC=C(C2=C1C(=NN2C2CN(C2)C(C=C)=O)C#CC2=CC(=CC(=C2)OC)OC)OC